(2R,4R)-1-[5-[(aminoiminomethyl)amino]-1-oxo-2-[[(1,2,3,4-tetrahydro-3-methyl-8-quinolinyl)sulfonyl]amino]pentyl]-4-methyl-2-piperidinecarboxylic acid NN=CNCCCC(C(=O)N1[C@H](C[C@@H](CC1)C)C(=O)O)NS(=O)(=O)C=1C=CC=C2CC(CNC12)C